4'-(1,1,1,3,3,3-hexafluoro-2-hydroxypropan-2-yl)-[1,1'-biBenzene]-4-carbaldehyde FC(C(C(F)(F)F)(O)C1=CC=C(C=C1)C1=CC=C(C=C1)C=O)(F)F